CC(CC1=CC=CC=C1)(CC(C)C)NC(=O)C=1C=C2C(=NC1)CCC2 N-(2,4-dimethyl-1-phenylpentan-2-yl)-6,7-dihydro-5H-cyclopenta[b]pyridine-3-carboxamide